C(CCCCCCCCCCCCCC=CCCCCCCCC)(=O)OCCCCCCCCCCCCCCCCCCCCCCCCCCCCC nonacosyl tetracos-15-enoate